FC(C1=NN=C(S1)NC(=O)C1=NN2C(C(N(CC2)CC2=C(C=CC=C2)Cl)=O)=C1CF)F 5-(2-chlorobenzyl)-3-fluoromethyl-4-oxo-4,5,6,7-tetrahydropyrazolo[1,5-a]pyrazine-2-carboxylic acid (5-difluoromethyl[1,3,4]thiadiazol-2-yl)amide